6,8-Difluoro-N-(2-(4-methoxybenzyl)-1-oxo-3-(o-tolyl)isoindolin-4-yl)imidazo[1,5-a]pyridine-3-carboxamide FC=1C=C(C=2N(C1)C(=NC2)C(=O)NC2=C1C(N(C(C1=CC=C2)=O)CC2=CC=C(C=C2)OC)C2=C(C=CC=C2)C)F